FCC(=O)CF fluoromethyl ketone